CC1(CCN(CC1)CC=1NC2=CC(=CC=C2C1)CN1N=NC(=C1)C=1C=C(C=NC1)N(C)C)C 5-(1-((2-((4,4-dimethylpiperidin-1-yl)methyl)-1H-indol-6-yl)methyl)-1H-1,2,3-triazol-4-yl)-N,N-dimethylpyridin-3-amine